C(CO[C@H]1[C@H]([C@H]([C@@H]([C@H](O1)CO)O)O)O[C@H]2[C@H]([C@H]([C@@H]([C@H](O2)CO)O)O)O[C@H]3[C@H]([C@H]([C@@H]([C@H](O3)CO)O)O)O)N The molecule is a glycoside that consists of the linear trisaccharide beta-D-Manp-(1->2)-beta-D-Manp-(1->2)-beta-D-Manp having a 2-aminoethoxy moiety at the reducing-end anomeric centre. It derives from an ethanolamine and a beta-D-Manp-(1->2)-beta-D-Manp-(1->2)-beta-D-Manp.